aluminum trisbutyrate C(CCC)(=O)[O-].C(CCC)(=O)[O-].C(CCC)(=O)[O-].[Al+3]